ClC1=CC=C(CN2N=C3C4=C(CCC3=C2)OC(=C4C)C(=O)NC4=C(C=C(C=C4)OC)OC)C=C1 2-(4-chlorobenzyl)-N-(2,4-dimethoxyphenyl)-8-methyl-4,5-dihydro-2H-furo[2,3-g]indazole-7-carboxamide